CC=1C=CC(=C(C1)O)C(C)C 5-methyl-2-(propan-2-yl)phenol